C(C1=C(C(=CC2=CC=CC=C12)C(=O)[O-])O)C1=C(C(=CC2=CC=CC=C12)C(=O)[O-])O.OC(C(=O)OC1CC2CCC(C1)[N+]21CCCC1)(C1=CC=CC=C1)C1=CC=CC=C1.OC(C(=O)OC1CC2CCC(C1)[N+]21CCCC1)(C1=CC=CC=C1)C1=CC=CC=C1 3-(2-hydroxy-2,2-diphenylacetoxy)spiro[bicyclo[3.2.1]octane-8,1'-pyrrolidin]-8-ium (4,4'-methylenebis(3-hydroxy-2-naphthoate))